4-(6-(4-bromothiophene-2-yl)pyrazine-2-yl)-2-methoxy-N-methyl-N-(1-methylpiperidin-4-yl)benzenesulfonamide BrC=1C=C(SC1)C1=CN=CC(=N1)C1=CC(=C(C=C1)S(=O)(=O)N(C1CCN(CC1)C)C)OC